COC1=C(C=CC=C1)C(CN1C(N(C(C2=C1SC(=C2C)C=2OC=CN2)=O)C=2C=C(C(=O)O)C=CC2)=O)OC2CCOCC2 3-(1-(2-(2-methoxyphenyl)-2-((tetrahydro-2H-pyran-4-yl)oxy)ethyl)-5-methyl-6-(oxazol-2-yl)-2,4-dioxo-1,4-dihydrothieno[2,3-d]pyrimidin-3(2H)-yl)benzoic acid